C(CCCCCCCCC(=O)OC1CC(N(C(C1)(C)C)OCCCCCCCC)(C)C)(=O)OC1CC(N(C(C1)(C)C)OCCCCCCCC)(C)C bis[2,2,6,6-tetramethyl-1-(octyloxy)piperidin-4-yl] decanedioate